5-CHLORO-7-METHOXYINDOLE-3-CARBOXALDEHYDE ClC=1C=C2C(=CNC2=C(C1)OC)C=O